(R)-2'-oxo-1',2',5,7-tetrahydrospiro[cyclopenta[b]pyridine-6,3-pyrrolo[2,3-b]pyridine]-3-carboxylic acid O=C1[C@]2(C=3C(=NC=CC3)N1)CC=1C(=NC=C(C1)C(=O)O)C2